2-aminoethanol dihydrogen phosphate P(=O)(O)(O)OCCN